arginine-d7 N([C@@](C(C(CNC(N)=N)([2H])[2H])([2H])[2H])(C(=O)O)[2H])([2H])[2H]